C(C)N(NCC)C(=O)OC methyl 1,2-diethylhydrazinecarboxylate